NC1=CC=C(C=C1)C1(CCO)CC(=CC(=C1)C1=CC=C(C=C1)N)C1=CC=C(C=C1)N 1,3,5-tri(4-aminophenyl)phenethyl alcohol